1-(3-((2-((2-cyclopropyl-4-(4-methylpiperazin-1-yl)phenyl)amino)-5-(trifluoromethyl)pyrimidin-4-yl)amino)propyl)piperidin-2-one C1(CC1)C1=C(C=CC(=C1)N1CCN(CC1)C)NC1=NC=C(C(=N1)NCCCN1C(CCCC1)=O)C(F)(F)F